ClC1=C(C=CC=C1F)C1=NC=CN=C1 2-(2-Chloro-3-fluorophenyl)pyrazine